tert-butylamine L-tartaric acid salt C([C@H](O)[C@@H](O)C(=O)O)(=O)O.C(C)(C)(C)N